C[C@H]1N(C[C@@H](N(C1)C(=O)OC(C)(C)C)C1=CC=C(C=C1)N1CCN(CC1)C)C(C(C)C)=O tert-Butyl (2S,5R)-5-methyl-2-[4-(4-methylpiperazin-1-yl)phenyl]-4-(2-methylpropanoyl)piperazine-1-carboxylate